[2H]C=1C(=C(NC1C[2H])C=1C(=NC=CC1)OC)C(=O)OC methyl 4-deutero-5-deuteromethyl-2-(2-methoxypyridin-3-yl)-1H-pyrrole-3-carboxylate